N-((1r,4r)-4-(cyanomethyl)cyclohexyl)-2-(1-((1r,4r)-4-(cyanomethyl)cyclohexyl)-1,6-dihydroimidazo[4,5-d]pyrrolo[2,3-b]pyridin-2-yl)acetamide C(#N)CC1CCC(CC1)NC(CC1=NC=2C(=C3C(=NC2)NC=C3)N1C1CCC(CC1)CC#N)=O